[F-].C(C(C)(C)C)[N+](CC(C)(C)C)(CC(C)(C)C)CC(C)(C)C tetra-neopentylammonium fluoride